FC(C1=CC=C(N=N1)OC1CC2(CN(C2)C(=O)N2CC3(C2)NC(OC3)=O)C1)(F)F 2-[6-[6-(trifluoromethyl)pyridazin-3-yl]oxy-2-azaspiro[3.3]heptane-2-carbonyl]-7-oxa-2,5-diazaspiro[3.4]octan-6-one